N-(3-(N-(3,3-difluorocyclobutyl)sulfamoyl)phenyl)-2-(6-azaspiro[2.5]octan-6-yl)nicotinamide FC1(CC(C1)NS(=O)(=O)C=1C=C(C=CC1)NC(C1=C(N=CC=C1)N1CCC2(CC2)CC1)=O)F